tert-Butyl N-[2-[2-[2-[6-[2,6-difluoro-3-[[(3R)-3-fluoropyrrolidin-1-yl]sulfonylamino]phenyl]-2-methylsulfanyl-7-oxopyrido[2,3-d]pyrimidin-8-yl]ethoxy]ethoxy]ethyl]carbamate FC1=C(C(=CC=C1NS(=O)(=O)N1C[C@@H](CC1)F)F)C1=CC2=C(N=C(N=C2)SC)N(C1=O)CCOCCOCCNC(OC(C)(C)C)=O